3,3,3-Trifluoropropyl (S)-3-cyclopropyl-2-(2-((S)-1-(2,3-difluorobenzyl)-5-oxopyrrolidin-2-yl)acetamido)propanoate C1(CC1)C[C@@H](C(=O)OCCC(F)(F)F)NC(C[C@H]1N(C(CC1)=O)CC1=C(C(=CC=C1)F)F)=O